(S)-N-(1-(1-(2-(Azetidin-1-yl)pyrimidin-5-yl)ethyl)-1H-pyrazol-4-yl)-6-(3-chloro-2-fluoro-6-(trifluoromethyl)phenyl)pyrazine-2-carboxamide N1(CCC1)C1=NC=C(C=N1)[C@H](C)N1N=CC(=C1)NC(=O)C1=NC(=CN=C1)C1=C(C(=CC=C1C(F)(F)F)Cl)F